6-azaspiro[3.4]oct-2-ene-6-carboxylate C1C=CC12CN(CC2)C(=O)[O-]